vanadium sodium pentoxide [O-]OOO[O-].[Na+].[V+5].[O-]OOO[O-].[O-]OOO[O-]